5-(Isoindolin-2-ylmethyl)-N,N-dimethyl-2-((4-(methylsulfonyl)benzyl)oxy)benzamide C1N(CC2=CC=CC=C12)CC=1C=CC(=C(C(=O)N(C)C)C1)OCC1=CC=C(C=C1)S(=O)(=O)C